4-hydroxy-1-piperidyl[acetyl]-10,13-dimethyl-2,3,4,5,9,11,12,15,16,17-decahydro-1H-cyclopenta[a]phenanthren-6-one OC1CCN(CC1)C1(CCCC2C(CC3=C4CCCC4(CCC3C12C)C)=O)C(C)=O